((4-acetylphenyl)sulfonyl)proline C(C)(=O)C1=CC=C(C=C1)S(=O)(=O)N1[C@@H](CCC1)C(=O)O